6-amino-3-(2-methoxyethyl)-2-(morpholinomethyl)quinazolin-4(3H)-one NC=1C=C2C(N(C(=NC2=CC1)CN1CCOCC1)CCOC)=O